3',4'-Difluoro-3-(6-methanesulfonylaminocarbonyl-1-oxo-1,3-dihydroisoindol-2-yl)biphenyl-4-carboxylic acid methyl ester COC(=O)C1=C(C=C(C=C1)C1=CC(=C(C=C1)F)F)N1C(C2=CC(=CC=C2C1)C(=O)NS(=O)(=O)C)=O